IC1=CC(=NC(=C1)C(F)(F)F)CNC1C(NCCC1)C1=CC=CC=C1 N-((4-iodo-6-(trifluoromethyl)pyridin-2-yl)methyl)-2-phenylpiperidin-3-amine